C(C)OC(=O)CNC(=O)C1CC(CCC1C(C)C)C N-(Ethoxycarbonylmethyl)-3-p-menthanecarboxamide